methyl-8-(4-methyl-3-pyridyl)quinoxaline CC1=NC2=C(C=CC=C2N=C1)C=1C=NC=CC1C